2-(3-(3,3-difluoro-1-((4-methyl-4H-1,2,4-triazol-3-yl)methyl)cyclobutyl)phenyl)-6-((4-methyl-2-oxopiperazin-1-yl)methyl)-4-(trifluoromethyl)isoindolin-1-one FC1(CC(C1)(CC1=NN=CN1C)C=1C=C(C=CC1)N1C(C2=CC(=CC(=C2C1)C(F)(F)F)CN1C(CN(CC1)C)=O)=O)F